N-(2,3-dihydroxypropyl)-3-oxo-2-(pyridin-3-yl)-6-[4-(trifluoromethyl)phenyl]-2,3-dihydropyridazine-4-carboxamide OC(CNC(=O)C=1C(N(N=C(C1)C1=CC=C(C=C1)C(F)(F)F)C=1C=NC=CC1)=O)CO